NC1=NC2=CC=C(C=C2C=C1C)C(=O)N(CC1=NC=C(C=C1)C(F)(F)F)CC1=C2C(=NC=C1)NC=C2 2-amino-3-methyl-N-(1H-pyrrolo[2,3-b]pyridin-4-ylmethyl)-N-((5-(trifluoromethyl)-2-pyridinyl)methyl)-6-quinolinecarboxamide